CN(C1CN(CCC1)C(=O)C=1C2=C(N(N1)CC(=O)N1CCN(CC1)C1=C(C(=CC=C1)C)C)CCC2)C 2-{3-[3-(Dimethylamino)piperidin-1-carbonyl]-5,6-dihydrocyclopenta[c]pyrazol-1(4H)-yl}-1-[4-(2,3-dimethylphenyl)piperazin-1-yl]ethan-1-on